Cl.FC1=C(C=CC(=C1)C1NCCC1)C=1N=C2SC3=C(N2C1)C=CC(=C3)C(=O)NC3COCCC3 2-(2-fluoro-4-(pyrrolidin-2-yl)phenyl)-N-(tetrahydro-2H-pyran-3-yl)benzo[d]imidazo[2,1-b]thiazole-7-carboxamide hydrochloride